O[C@@H]1C[C@H](N(C1)C(=O)[C@H](C(C)(C)C)N1N=NC(=C1)C=1C=C(C=NC1)C(=O)N)C(NC)=O 5-[1-[(1S)-1-[(2S,4r)-4-hydroxy-2-(methylcarbamoyl)pyrrolidine-1-carbonyl]-2,2-dimethyl-propyl]triazol-4-yl]pyridine-3-carboxamide